(S)-2-(4,5-dibromothiophene-2-carboxamido)-N1-(1-(2-(2-adamantylamino)-2-oxoethyl)-2-oxo-1,2-dihydropyridin-3-yl)-N6-methyl-5-oxohexanediamide BrC=1C=C(SC1Br)C(=O)N[C@H](C(=O)NC=1C(N(C=CC1)CC(=O)NC1C2CC3CC(CC1C3)C2)=O)CCC(C(=O)NC)=O